1-(1-(4-(tert-butyl)benzyl)piperidin-4-yl)-5,6-dichloro-3-(2-morpholinoethyl)-1,3-dihydro-2H-benzo[d]imidazol-2-one C(C)(C)(C)C1=CC=C(CN2CCC(CC2)N2C(N(C3=C2C=C(C(=C3)Cl)Cl)CCN3CCOCC3)=O)C=C1